C(C)(=O)OCCBr 2-bromoethyl acetate